COC1=CC=C(C=C1)C([C@H](C)NC(C(C)(C)NC(C1=NC=CC(=C1O)OC)=O)=O)C1=CC=C(C=C1)OC (S)-N-(1-((1,1-bis(4-methoxyphenyl)propan-2-yl)amino)-2-methyl-1-oxopropan-2-yl)-3-hydroxy-4-methoxypicolinamide